COC1=C(NCC#CC2=CC(=C3C=CN(C3=C2)CC(F)(F)F)NC(=O)C2CCN(CC2)C)C=CC(=C1)S(=O)(=O)C N-[6-[3-(2-methoxy-4-methylsulfonyl-anilino)prop-1-ynyl]-1-(2,2,2-trifluoroethyl)indol-4-yl]-1-methyl-piperidine-4-carboxamide